COC=1C=C(C=CC1)S(=O)(=O)N1C2CNC(C1)C2 2-((3-methoxyphenyl)sulfonyl)-2,5-diazabicyclo[2.2.1]heptane